4-(2-(1H-imidazol-1-yl)ethoxy)quinazoline N1(C=NC=C1)CCOC1=NC=NC2=CC=CC=C12